(+/-)-3-Fluoro-4-(4-{[2-(1,3,5-trimethyl-1H-pyrazol-4-yl)pyrrolidin-1-yl]methyl}phenoxy)benzamid FC=1C=C(C(=O)N)C=CC1OC1=CC=C(C=C1)CN1[C@H](CCC1)C=1C(=NN(C1C)C)C |r|